2-(3,4-Difluorophenoxy)-N-(3-{[6-(pyridin-3-yl)pyrazin-2-yl]amino}bicyclo[1.1.1]pent-1-yl)acetamide FC=1C=C(OCC(=O)NC23CC(C2)(C3)NC3=NC(=CN=C3)C=3C=NC=CC3)C=CC1F